1-[4-amino-2-ethoxymethyl-7-(pyridin-4-yl)-1H-imidazo[4,5-c]quinolin-1-yl]-2-methylpropan-2-ol NC1=NC=2C=C(C=CC2C2=C1N=C(N2CC(C)(O)C)COCC)C2=CC=NC=C2